2-((4-chloro-5-methyl-1H-pyrazol-3-yl)methyl)-6-((1-(tetrahydro-2H-pyran-2-yl)-1H-pyrazol-3-yl)sulfonyl)phthalazin-1(2H)-one ClC=1C(=NNC1C)CN1C(C2=CC=C(C=C2C=N1)S(=O)(=O)C1=NN(C=C1)C1OCCCC1)=O